C1(C=CCCC1)=O 2-cyclohexen-1-one